C(C)(=O)OC[C@@H](C)[C@H]1CC[C@H]2[C@@H]3[C@H]4[C@@H](C5=CC(CC[C@]5(C)[C@H]3CC[C@]12C)=O)O4 (6α,7α,20S)-20-acetoxymethyl-6,7-epoxy-pregn-4-en-3-one